COC(=O)C=1NC2=CC(=C(C=C2C1)Cl)S(=O)(=O)C.FC1=CC=C(C(=O)N/N=C/C=2C=CC3=C(C=CC(O3)=O)C2)C=C1 (E)-4-fluoro-N'-((2-oxo-2H-benzopyran-6-yl)methylene)benzohydrazide methyl-5-chloro-6-(methylsulfonyl)-1H-indole-2-carboxylate